nitrogen Bicyclo[2.2.2]octane bis(tetrafluoroborate) F[B-](F)(F)F.F[B-](F)(F)F.C12CCC(CC1)CC2.[N+2]